C(C)(=O)OOC1=NC=CC(=C1OC1=C(C=C(C(=C1)N1C(NC(=CC1=O)C(F)(F)F)=O)F)Cl)CC ethyl[(3-{2-chloro-5-[2,6-dioxo-4-(trifluoromethyl)-3,6-dihydropyrimidin-1(2H)-yl]-4-fluorophenoxy}pyridin-2-yl)oxy] acetate